perfluorohexane (e)-ethyl-methacrylate C(C)OC(C(=C)C)=O.FC(C(C(C(C(C(F)(F)F)(F)F)(F)F)(F)F)(F)F)(F)F